Cl.[NH+]1=CC=CC=C1.[F+2] fluorine(ii) pyridinium hydrochloride